ClC1=C(C(=NN1C)C1=NOC(=C1)C)CN1C(CC(CCC1)NCCC(C)C)=O 1-((5-Chloro-1-methyl-3-(5-methylisoxazol-3-yl)-1H-pyrazol-4-yl)methyl)-4-(isopentylamino)azepan-2-one